1-{5-fluoro-2-[(3S,5S)-1-{[(3R,4R)-3-fluoro-1-(trans-4-methoxycyclohexyl)-4-(4-methoxyphenyl)pyrrolidin-3-yl]carbonyl}-5-(methoxymethyl)pyrrolidin-3-yl]phenyl}piperidine FC=1C=CC(=C(C1)N1CCCCC1)[C@H]1CN([C@@H](C1)COC)C(=O)[C@@]1(CN(C[C@H]1C1=CC=C(C=C1)OC)[C@@H]1CC[C@H](CC1)OC)F